BrC1=C(C=C(C(=O)N2CC=3N(CC2)C(N(C3C(=O)NCC3=C(C=C(C=C3)OC)C)C3=CC=C(C=C3)OCC(F)(F)F)=O)C=C1)Cl 7-(4-bromo-3-chloro-benzoyl)-N-[(4-methoxy-2-methyl-phenyl)methyl]-3-oxo-2-[4-(2,2,2-trifluoroethoxy)phenyl]-6,8-dihydro-5H-imidazo[1,5-a]pyrazine-1-carboxamide